N-(3-(4-(5-(2-oxa-6-aza-spiro[3.3]hept-6-yl)pyridin-3-yl)-1H-pyrazol-1-yl)-4-methylphenyl)-4-(trifluoromethyl)picolinamide C1OCC12CN(C2)C=2C=C(C=NC2)C=2C=NN(C2)C=2C=C(C=CC2C)NC(C2=NC=CC(=C2)C(F)(F)F)=O